(2S,5S)-1-benzoyl-5-hydroxypiperidine-2-carboxylic acid C(C1=CC=CC=C1)(=O)N1[C@@H](CC[C@@H](C1)O)C(=O)O